N-[2-methoxy-5-chlorophenyl]-3-hydroxy-2-naphthamide COC1=C(C=C(C=C1)Cl)NC(=O)C1=CC2=CC=CC=C2C=C1O